[1-(3-bromophenyl)-3-(trifluoromethyl)-4,5,6,7-tetrahydroindazole-7-carbonyl] piperidine-4-carboxylate N1CCC(CC1)C(=O)OC(=O)C1CCCC=2C(=NN(C12)C1=CC(=CC=C1)Br)C(F)(F)F